2,6-dimethyl-1-aminoindane hydrochloride Cl.CC1C(C2=CC(=CC=C2C1)C)N